4-((4-(3-amino-1H-indazol-5-yl)pyridin-2-yl)amino)butan-1-ol NC1=NNC2=CC=C(C=C12)C1=CC(=NC=C1)NCCCCO